3-(5-(2-(2H-1,2,3-triazol-2-yl)acetyl)-2-isopropoxyphenyl)-2-((4-(2-((6-(trifluoromethyl)pyridin-3-yl)oxy)acetyl)piperazin-1-yl)methyl)quinazolin-4(3H)-one N=1N(N=CC1)CC(=O)C=1C=CC(=C(C1)N1C(=NC2=CC=CC=C2C1=O)CN1CCN(CC1)C(COC=1C=NC(=CC1)C(F)(F)F)=O)OC(C)C